2-[3,5-dichloro-4-[(5-methoxy-4-methylsulfonyl-2-pyridyl)oxy]phenyl]-3,5-dioxo-1,2,4-triazine-6-carbonitrile ClC=1C=C(C=C(C1OC1=NC=C(C(=C1)S(=O)(=O)C)OC)Cl)N1N=C(C(NC1=O)=O)C#N